C(C1CO1)N1C(N(C(N(C1=O)CC1CO1)=O)CC1CO1)=O 1,3,5-tri(epoxypropyl)-s-triazine-2,4,6-trione